N-[(1s,4s)-4-{[2,6-bis(trifluoromethyl)pyridin-4-yl]amino}cyclohexyl]-1H-indole-4-carboxamide FC(C1=NC(=CC(=C1)NC1CCC(CC1)NC(=O)C=1C=2C=CNC2C=CC1)C(F)(F)F)(F)F